5-Methyl-2-(5-methyl-4-((trimethylsilyl)ethynyl)-1H-imidazol-1-yl)pyridine tert-butyl-2,6-cis-dimethyl-4-oxopiperidine-1-carboxylate C(C)(C)(C)OC(=O)N1[C@H](CC(C[C@H]1C)=O)C.CC=1C=CC(=NC1)N1C=NC(=C1C)C#C[Si](C)(C)C